5-p-tolylpentanehydrazide C1(=CC=C(C=C1)CCCCC(=O)NN)C